1-ETHYL 7-isopropyl 3-benzoylindolizine-1,7-dicarboxylate C(C1=CC=CC=C1)(=O)C1=CC(=C2C=C(C=CN12)C(=O)OC(C)C)C(=O)OCC